methyl (4-ethoxy-3-(5-methyl-4-oxo-7-propyl-3,4-dihydroimidazo[5,1-f][1,2,4]triazin-2-yl)phenyl)alaninate C(C)OC1=C(C=C(C=C1)N[C@@H](C)C(=O)OC)C1=NN2C(C(N1)=O)=C(N=C2CCC)C